6-azido-7-fluoro-2-methyl-10-oxo-4-oxa-1-azatricyclo[7.3.1.05,13]tridecane-5(13),6,8,11-tetraene-11-carboxylic acid N(=[N+]=[N-])C=1C=2OCC(N3C=C(C(C(=CC1F)C32)=O)C(=O)O)C